C(C)(C)(C)OC(=O)N1CCC(=CC1)C1=CC(=C(C(=O)NC2=C(C(=C(C=C2)C=2CCN(CC2)C(=O)OC(C)(C)C)F)C)C=C1)C tert-butyl 4-[4-(4-{1-[(tert-butoxy)carbonyl]-1,2,3,6-tetrahydropyridin-4-yl}-2-methylbenzamido)-2-fluoro-3-methylphenyl]-1,2,3,6-tetrahydropyridine-1-carboxylate